ClC=1C=CC(=C(C1)[C@H](CCN(C(OC(C)(C)C)=O)C)CCO)OC tert-butyl (R)-(3-(5-chloro-2-methoxyphenyl)-5-hydroxypentyl)(methyl)carbamate